C(C)OC1=C(C=C(C=C1)/C=C/C(=O)N1CCNCC1)OC (E)-3-(4-ethoxy-3-methoxyphenyl)-1-(piperazin-1-yl)prop-2-en-1-one